C1(CC1)C(=O)/C(/C(=O)OCC)=C/N(C)C ethyl (2Z)-2-[(Z)-cyclopropanecarbonyl]-3-(dimethylamino)prop-2-enoate